N[C@@H]1CN(CC[C@@H]1F)C=1N(C=2C(=NC=CC2)N1)CC1=CC=C(C#N)C=C1 4-((2-((3R,4S)-3-amino-4-fluoropiperidin-1-yl)-1H-imidazo[4,5-b]pyridin-1-yl)methyl)benzonitrile